COC=1C=C2C3(C(NC2=CC1)=O)CC3 5'-methoxyspiro[cyclopropane-1,3'-indol]-2'-one